O=S1(C[C@H]2C([C@H]2C1)(C1=NOC(N1)=O)N1C(=CC2=CC=CC=C12)C(=O)O)=O 1-[(1R,5S,6R)-3,3-dioxo-6-(5-oxo-4,5-dihydro-1,2,4-oxadiazol-3-yl)-3λ6-thiabicyclo[3.1.0]hex-6-yl]-1H-indole-2-carboxylic acid